dipentyl-butene benzyl-2-(3-bromophenyl)-4-((1-((tert-butyldimethylsilyl)oxy)-2-methylpropan-2-yl)oxy)-2-methylbutanoate C(C1=CC=CC=C1)OC(C(CCOC(CO[Si](C)(C)C(C)(C)C)(C)C)(C)C1=CC(=CC=C1)Br)=O.C(CCCC)C(=CCC)CCCCC